N(=[N+]=[N-])CC[C@@H](C(=O)NC1=C(C(=C(C=C1)Cl)Cl)F)NC(=O)[C@H]1N(CC2=CC=CC=C2C1)C(=O)OC(C)(C)C tert-butyl (S)-3-(((S)-4-azido-1-((3,4-dichloro-2-fluorophenyl) amino)-1-oxobutan-2-yl)carbamoyl)-3,4-dihydroisoquinoline-2(1H)-carboxylate